Exo-5-(11-hydroxyundecyl)-4-phenyl-3a-(1-phenylvinyl)-1,2,3,3a,6,6a-hexahydropentalen-1-ol OCCCCCCCCCCCC1=C(C2(CCC(C2C1)O)C(=C)C1=CC=CC=C1)C1=CC=CC=C1